4,4'-(10,20-di-4-pyridyl-21H,23H-porphin-5,15-diyl)bisbenzoic acid N1=CC=C(C=C1)C=1C=2C=CC(=C(C3=CC=C(N3)C(=C3C=CC(C(=C4C=CC1N4)C4=CC=C(C(=O)O)C=C4)=N3)C3=CC=NC=C3)C3=CC=C(C(=O)O)C=C3)N2